CC1=CC2=CC(=C3C=C(C=C4C=C(C(=C1)C2=C43)N)C)N 2,7-dimethyl-4,9-diaminopyrene